Tetracyclohexyl(2-butyl-2-ethyltrimethylenedioxy)diacetamide C1(CCCCC1)C(C(=O)N)(OCC(COC(C(=O)N)(C1CCCCC1)C1CCCCC1)(CC)CCCC)C1CCCCC1